9-fluorenyl-(cyclopentadienyl)zirconium dichloride [Cl-].[Cl-].C1=CC=CC=2C3=CC=CC=C3C(C12)[Zr+2]C1C=CC=C1